C(C)N1N=CC(=C1)CC1=CC=C(CC2=NOC(=C2)C=2C(=NC=CC2)N)C=C1 3-(3-(4-((1-ethyl-1H-pyrazol-4-yl)methyl)benzyl)isoxazol-5-yl)pyridin-2-amine